C1(=CC=CC=C1)C1C(CC1)C1=CC=C(C=C1)C1=CC=CC=C1 4-(2-Phenylcyclobutyl)-1,1'-Biphenyl